[4-amino-2-(4-fluoroanilino)thiazol-5-yl]-(6-amino-3-pyridyl)methanone NC=1N=C(SC1C(=O)C=1C=NC(=CC1)N)NC1=CC=C(C=C1)F